FC=1C=C(C=CC1C=1C=NC(=CC1)C=1N=NN(N1)C=C)N1C(O[C@H](C1)CO)=O (R)-3-(3-fluoro-4-(6-(2-vinyl-2H-tetrazol-5-yl)pyridin-3-yl)phenyl)-5-(hydroxymethyl)oxazolidin-2-one